1-bromo-6-methoxy-9,9-dimethyl-9,10-dihydroacridine BrC1=CC=CC=2NC3=CC(=CC=C3C(C12)(C)C)OC